4-[(3aR,6aR)-2-[(4-chloro-2-hydroxy-phenyl)methyl]-1,3,3a,4,6,6a-hexahydropyrrolo[3,4-c]pyrrol-5-yl]-6-chloro-1-methyl-2-oxo-1,5-naphthyridine-3-carbonitrile ClC1=CC(=C(C=C1)CN1C[C@@H]2CN(C[C@H]2C1)C1=C(C(N(C2=CC=C(N=C12)Cl)C)=O)C#N)O